trifluoromethanesulfonyl-imidazole FC(S(=O)(=O)C=1NC=CN1)(F)F